Racemic-N-(6-amino-5-methyl-3-pyridyl)-2-[(2S,5R)-2-(4-fluorophenyl)-4-isobutyl-5-methyl-piperazin-1-yl]-2-oxo-acetamide NC1=C(C=C(C=N1)NC(C(=O)N1[C@H](CN([C@@H](C1)C)CC(C)C)C1=CC=C(C=C1)F)=O)C |r|